C(C)(C)(C)[C@H]1OC=2C(=NC(=C(C2)OCCCOC)C2CC2)C=2NC(C(=CC21)C#N)=O |r| (RS)-6-(tert-butyl)-2-cyclopropyl-3-(3-methoxypropoxy)-9-oxo-9,10-dihydro-6H-pyrano[3,2-b:4,5-b']dipyridine-8-carbonitrile